(1R,2R,3R)-N-(7-chloro-6-(trans-3-cyanocyclobutyl)isoquinolin-3-yl)-2-ethyl-3-(1-methyl-1H-pyrazol-4-yl)cyclopropane-1-carboxamide ClC1=C(C=C2C=C(N=CC2=C1)NC(=O)[C@@H]1[C@@H]([C@H]1C=1C=NN(C1)C)CC)[C@@H]1C[C@H](C1)C#N